C(C)(C=C)(CCC=C(C)C)C(C(=O)O)(C)C.CC(C(=O)OC(C=C)(CCC=C(C)C)C)C 3,7-dimethylocta-1,6-dien-3-yl 2-methylpropanoate (LINALYL ISOBUTYRATE)